ClC1=CC=C2C=C(C=NC2=C1)C(=O)N[C@H]1CC[C@@H](N(C1)C(=O)OC(C)(C)C)C=1OC(=NN1)OC\C=C\C(F)(F)F tert-butyl (2R,5S)-5-[(7-chloroquinoline-3-carbonyl)amino]-2-[5-[(E)-4,4,4-trifluorobut-2-enoxy]-1,3,4-oxadiazol-2-yl]piperidine-1-carboxylate